2-bromo-2-(4-chloro-2-methoxyphenyl)-1-(6-methoxy-5-(trifluoro-methoxy)-1H-indol-3-yl)ethanone BrC(C(=O)C1=CNC2=CC(=C(C=C12)OC(F)(F)F)OC)C1=C(C=C(C=C1)Cl)OC